BrC=1C=CC2=C(C(=CO2)COC2=C(C=CC=C2F)CC(=O)OCC)C1 ethyl 2-(2-((5-bromobenzofuran-3-yl)methoxy)-3-fluorophenyl)acetate